nickel-manganese salt [Mn].[Ni]